2,4-dichloro-5-sulfamoylbenzoic acid ClC1=C(C(=O)O)C=C(C(=C1)Cl)S(N)(=O)=O